((1r,3r)-3-(4-bromo-3-cyanophenoxy)cyclobutyl)carbamate BrC1=C(C=C(OC2CC(C2)NC([O-])=O)C=C1)C#N